1,1,2,2,2-pentafluoroethyl 1,1,2-trifluoroEthyl ether FC(CF)(F)OC(C(F)(F)F)(F)F